2-(2-chloro-5-iodopyrimidin-4-yl)-3-phenylisoxazolidine ClC1=NC=C(C(=N1)N1OCCC1C1=CC=CC=C1)I